5-(4-phenylbutanoyl)amino-3-(1-azabicyclo[5.4.0]undec-3-en-4-yl)pyrrolo[3,2-b]pyridine C1(=CC=CC=C1)CCCC(=O)NC1=CC=C2C(=N1)C(=CN2)C2=CCN1CCCCC1CC2